C(C1=CC=CC=C1)N([C@H]1[C@@H](CN(C1)C(=O)OC(C)(C)C)C(=O)OCC)CC1=CC=CC=C1 1-(tert-butyl) 3-ethyl (3R,4S)-4-(dibenzylamino)pyrrolidine-1,3-dicarboxylate